1-(4-bromobenzyl)-3,4-dihydroisoquinoline BrC1=CC=C(CC2=NCCC3=CC=CC=C23)C=C1